C1(=CC=CC=C1)[O-].C(CCCCCCCC)[Ba]CCCCCCCCC dinonyl-barium phenolate